FC1=C(C=CC=C1)C1=CC=C(C=C1)CCCNC(=O)C=1C=CC=2N(C1)C=NN2 N-(3-(2'-fluoro-[1,1'-biphenyl]-4-yl)propyl)-[1,2,4]triazolo[4,3-a]pyridine-6-carboxamide